3-(3-((6-fluoro-2,2-dioxido-1,3-dihydrobenzo[c]thiophen-5-yl)amino)-1H-pyrazol-5-yl)cyclopentyl isopropylcarbamate C(C)(C)NC(OC1CC(CC1)C1=CC(=NN1)NC1=CC2=C(CS(C2)(=O)=O)C=C1F)=O